NC=1N=NC(=CC1N1CC(C1)N1CCC2(CC1)COC1=C3CN(C(C3=CC=C12)=O)C1C(NC(CC1)=O)=O)C1=C(C=CC=C1)O 3-(1'-(1-(3-amino-6-(2-hydroxyphenyl)pyridazin-4-yl)azetidin-3-yl)-6-oxo-6,8-dihydro-2H,7H-spiro[furo[2,3-e]isoindole-3,4'-piperidin]-7-yl)piperidine-2,6-dione